N-[(3-fluoro-2-hydroxy-phenyl)-methyl]-2-methoxy-4-methyl-7-(trifluoromethyl)-quinoline-3-carboxylic acid amide FC=1C(=C(C=CC1)CNC(=O)C=1C(=NC2=CC(=CC=C2C1C)C(F)(F)F)OC)O